C1CCCC=2C3=CC=CC=C3NC12 2,3,4,9-tetrahydro-1H-carbazole